NCCC[NH+]1CCOCC1 aminopropyl-morpholinium